C(C=C)OC1(CCOC2(CCCC2)C1)C1=NC=CC=C1 2-(9-(Allyloxy)-6-oxaspiro[4.5]decan-9-yl)pyridine